BrC=1C(=C(C=CC1)S)C 3-Bromo-2-methylthiophenol